FC(OC=1C=C(C=CC1)C=1C=C(OC1C)C(=O)O)(F)F 4-(3-(trifluoromethoxy)phenyl)-5-methylfuran-2-carboxylic acid